6-Bromo-2,2-dimethyl-2,3-dihydro-1H-inden-1-one BrC1=CC=C2CC(C(C2=C1)=O)(C)C